BrC1CN(C1)C1=C(C=C(C=N1)C=1C(=C(COC(NC(N)=N)=O)C=CC1)F)F carbamimidoyl-carbamic acid 3-[6-(3-bromoazetidin-1-yl)-5-fluoropyridin-3-yl]-2-fluorobenzyl ester